N[C@@H](CC=1N=CNC1)C(=O)O (S)-4-(2-amino-2-carboxyethyl)imidazole